ClC1=CC=C(C=C1)C(=O)N1CCCC2=CC(=C(N=C12)C1=CC=C(C=C1)C)[Se]C1=CC=CC=C1 (4-chlorophenyl)(6-(phenylseleno)-7-(p-tolyl)-3,4-dihydro-1,8-naphthyridin-1(2H)-yl)methanone